2-(4-(4-methyl-4H-1,2,4-triazol-3-yl)phenyl)ethylamine CN1C(=NN=C1)C1=CC=C(C=C1)CCN